2,2'-[(3,4-dihydroxyphenyl)methylene]bis(3,5,6-trimethylphenol) OC=1C=C(C=CC1O)C(C1=C(C(=C(C=C1C)C)C)O)C1=C(C(=C(C=C1C)C)C)O